COCC(OCC(C)OCCCCCC)C Dipropylene glycol n-hexyl methyl ether